(R)-2-(4,5-dichloro-1H-indole-2-carbonyl)-3-methyl-9-(pyridin-2-ylmethyl)-1,2,3,4,8,9-hexahydropyrido[4',3':3,4]pyrazolo[1,5-a]pyrazin-10(7H)-one ClC1=C2C=C(NC2=CC=C1Cl)C(=O)N1CC=2C(=NN3C2C(N(CC3)CC3=NC=CC=C3)=O)C[C@H]1C